5-butyl-2-(4-methoxyphenyl)pyrazine C(CCC)C=1N=CC(=NC1)C1=CC=C(C=C1)OC